N-pentyl-2-chlorobenzenesulfonamide C(CCCC)NS(=O)(=O)C1=C(C=CC=C1)Cl